4-chloro-N-[3-methyl-5-(phenylethynyl)pyridin-2-yl]-1-[(5S)-4,5,6,7-tetrahydropyrazolo[1,5-a]pyridin-5-yl]-1H-pyrazole-5-carboxamide ClC=1C=NN(C1C(=O)NC1=NC=C(C=C1C)C#CC1=CC=CC=C1)[C@@H]1CC=2N(CC1)N=CC2